(2S,3S)-2-phenylchromane-3,5,7-triol C1(=CC=CC=C1)[C@@H]1OC=2C=C(C=C(C2C[C@@H]1O)O)O